FC(OC1=CC=C(C=C1)C1=CC=C(C=C1)CSC1=C(N=NN1)C(=O)O)F 5-(((4'-(difluoromethoxy)-[1,1'-biphenyl]-4-yl)methyl)thio)-1H-1,2,3-triazole-4-carboxylic acid